(3-aminophenyl)(phenyl)methanol NC=1C=C(C=CC1)C(O)C1=CC=CC=C1